BrC(=C[C@H]1CC(N(C1)[C@H](C(=O)N)CC)=O)Br (2S)-2-[(4R)-4-(2,2-dibromovinyl)-2-oxopyrrolidinyl]butanamide